CCC(CCCCC)C(C(=O)[O-])(C(=O)[O-])CCCCCCCC.[Na+].[Na+] sodium 2-(oct-3-yl)-2-octylpropanedioate